C(C1=CC=CC=C1)OC1=CC=C(C=C1)CC(C(OCC)OCC)=O 3-[4-(benzyloxy)phenyl]-1,1-diethoxypropan-2-one